BrC1=C(COCCNC(OC(C)(C)C)=O)C=C(C=C1)F tert-butyl (2-((2-bromo-5-fluorobenzyl) oxy) ethyl)-carbamate